FC(C1=NN=C(O1)C=1C=CC(=NC1)CN1C(C2=CC(=CC=C2C(C1=O)(C)C)C1=CC(=CC=C1)F)=O)F 2-((5-(5-(difluoromethyl)-1,3,4-oxadiazol-2-yl)pyridin-2-yl)methyl)-7-(3-fluorophenyl)-4,4-dimethylisoquinoline-1,3(2H,4H)-dione